4-[[5-[4-(aminomethyl)phenyl]tetrazol-1-yl]methyl]benzohydroxamic acid NCC1=CC=C(C=C1)C1=NN=NN1CC1=CC=C(C(=O)NO)C=C1